N-(3-((4-(2,4-difluorobenzyloxy)-3-bromo-6-methyl-2-oxopyridin-1(2H)-yl)methyl)benzyl)-2-(1-oxoethylamino)acetamide FC1=C(COC2=C(C(N(C(=C2)C)CC=2C=C(CNC(CNC(C)=O)=O)C=CC2)=O)Br)C=CC(=C1)F